6'-fluoro-N-(4-fluoro-3-(1-hydroxyethyl)benzyl)-1'-methyl-4'-oxo-3',4'-dihydro-1'H-spiro[piperidine-4,2'-quinoline]-1-carboxamide FC=1C=C2C(CC3(N(C2=CC1)C)CCN(CC3)C(=O)NCC3=CC(=C(C=C3)F)C(C)O)=O